FC=1C=C2C(=CC=NC2=CC1)C1CCC2(CC(C2)C(=O)O)CC1 (±)-7-(6-fluoroquinolin-4-yl)spiro[3.5]nonane-2-carboxylic acid